C1(=CC=CC=C1)C(C1=CC=CC=C1)=NC1=CC(=NC=C1)OCCS(=O)(C)=NC(O)=O ((2-((4-((Diphenylmethylene)amino)pyridin-2-yl)oxy)ethyl)(methyl)(oxo)-λ6-sulfanylidene)carbamic acid